CC1=C(C=CC(=C1)N1CCC(CC1)C(F)(F)F)NC=1C=CC=2N(C1)C(=CN2)C(=O)N 6-((2-methyl-4-(4-(trifluoromethyl)piperidin-1-yl)phenyl)amino)imidazo[1,2-a]pyridine-3-carboxamide